CN1C(C=C(C2=CC=CC=C12)C=1C=CC2=C(C1)COC=1N=C(SC12)N(C1CC(NC(C1)(C)C)(C)C)C)=O 1-Methyl-4-(2-(methyl-(2,2,6,6-tetramethylpiperidin-4-yl)amino)-5H-isochromeno[3,4-d]thiazol-7-yl)quinolin-2(1H)-one